N1(N=NC=C1)C[C@H]1N(C[C@@H](C1)NC(=O)C=1OC(=CN1)C1=C(C=CC(=C1)C#N)C1CC1)C(=O)OC(C)(C)C tert-butyl (2S,4R)-2-((1H-1,2,3-triazol-1-yl)methyl)-4-(5-(5-cyano-2-cyclopropylphenyl)oxazole-2-carboxamido)pyrrolidine-1-carboxylate